BrC=1N=C(C(=NC1)I)OCC1=CC=C(C=C1)OC 5-bromo-2-iodo-3-((4-methoxyphenylmethyl)oxy)pyrazine